COC1=NC(=CC=C1C1=CC=C(C(=O)N2[C@@H](CC[C@@H]2C2=C(C=CC=C2)F)C(=O)O)C=C1)OC (2S,5R)-1-(4-(2,6-Dimethoxypyridin-3-yl)benzoyl)-5-(2-fluorophenyl)pyrrolidine-2-carboxylic acid